ethyl 2-[1-[1-(tert-butoxycarbonyl)pyrazol-4-yl]-1-(2-cyanophenyl)propan-2-yl]-5-methoxy-1-methyl-6-oxopyrimidine-4-carboxylate C(C)(C)(C)OC(=O)N1N=CC(=C1)C(C(C)C=1N(C(C(=C(N1)C(=O)OCC)OC)=O)C)C1=C(C=CC=C1)C#N